N1=C(C=CC=C1C1=C(C=CC=C1)C=1C(=C(C=C(C1)C)C(C)(C(C)C)C)[O-])C1=C(C=CC=C1)C=1C(=C(C=C(C1)C)C(C)(C(C)C)C)[O-].C(C1=CC=CC=C1)[Zr+2]CC1=CC=CC=C1 Dibenzylzirconium [2',2'''-(pyridine-2,6-diyl)bis(3-(2,3-dimethylbutan-2-yl)-5-methyl-[1,1'-biphenyl]-2-olate)]